COC(CCC(=O)C=1SC=C(C1)C=1C2=C(SC1)C=CC=C2)=O 4-(4-(benzo[b]thiophen-3-yl)thiophen-2-yl)-4-oxobutanoic acid methyl ester